N-(4-methoxyphenyl)maleimide COC1=CC=C(C=C1)N2C(=O)C=CC2=O